OC1=C(C[C@H](N)C(=O)O)C=C(C(=C1)O)NC(=CC=O)COC1=CC2=CC=CC=C2C=C1 2-hydroxy-5-({1-[(2-naphthyloxy)methyl]-3-oxoprop-1-enyl}amino)tyrosine